(S)-1-(3-cyano-4-fluorophenyl)ethan-1-amine C(#N)C=1C=C(C=CC1F)[C@H](C)N